(S)-5-(5-methyl-3-((tetrahydrofuran-3-yl)amino)-1,2,4-triazin-6-yl)benzothiophene-4-ol CC=1N=C(N=NC1C1=CC=C2C(C=CS2)=C1O)N[C@@H]1COCC1